C(C)(C)(C)OC(COC=1C(=C(C(=O)OC)C=C(C1)F)C)=O methyl 3-(2-(tert-butoxy)-2-oxoethoxy)-5-fluoro-2-methylbenzoate